C1(=CC=CC=C1)P(C1=C(C2=CC=CC=C2C=C1)C1=C(C=CC2=CC=CC=C12)P(C1=CC=CC=C1)C1=CC=CC=C1)C1=CC=CC=C1 [1-(2-diphenylphosphanyl-1-naphthyl)-2-naphthyl]diphenylphosphane